3-(4-(2,5-diazabicyclo[2.2.2]octan-2-yl)-5,7-difluoro-1-oxoisoindoline-2-yl)piperidine C12N(CC(NC1)CC2)C2=C1CN(C(C1=C(C=C2F)F)=O)C2CNCCC2